N=1N2C(C=CC1)=CC=C2 pyrrolo[1,2-B]pyridazine